NC(CC(=O)OC)C1=CC2=C(SCCN2CC2=CC=CC=C2)C=C1 Methyl 3-amino-3-(4-benzyl-3,4-dihydro-2H-benzo[b][1,4]thiazin-6-yl)propanoate